(S)-7-(bromomethyl)-9-(4-fluoro-2-methylphenyl)-4-(1-(4-methoxypyridin-2-yl)ethyl)-3,4-dihydrobenzo[f][1,4]oxazepin-5(2H)-one BrCC=1C=C(C2=C(C(N(CCO2)[C@@H](C)C2=NC=CC(=C2)OC)=O)C1)C1=C(C=C(C=C1)F)C